10-(5-amino-N-decyl-2-fluoropentanoylamino)nonadecanoic acid (2-butyloctyl) ester C(CCC)C(COC(CCCCCCCCC(CCCCCCCCC)N(CCCCCCCCCC)C(C(CCCN)F)=O)=O)CCCCCC